2-(2-(cyclopropanesulfonylamino)thiazol-4-yl)-N-(4-(pyridazin-4-yl)phenyl)butanamide C1(CC1)S(=O)(=O)NC=1SC=C(N1)C(C(=O)NC1=CC=C(C=C1)C1=CN=NC=C1)CC